CN(C)C1=C(C=C(C=C1[N+](=O)[O-])[N+](=O)[O-])[N+](=O)[O-] N,N-Dimethyl-2,4,6-trinitroaniline